NC1=C(C(=O)NC2=C(C=CC(=C2)C2(CC2)CC#N)OC)C=CC(=N1)COC 2-amino-N-{5-[1-(cyanomethyl)cyclopropyl]-2-methoxyphenyl}-6-(methoxymethyl)nicotinamide